COC(C1=C(C=CC=C1)[C@H]1SC([C@@H]2OC(O[C@@H]21)(C)C)N2C=C(C1=C2N=CN=C1N(C(=O)OC(C)(C)C)C(=O)OC(C)(C)C)C#C)=O ((3aS,4R,6aR)-6-(4-(bis(t-butoxycarbonyl)amino)-5-ethynyl-7H-pyrrolo[2,3-d]pyrimidin-7-yl)-2,2-dimethyltetrahydrothieno[3,4-d][1,3]dioxol-4-yl)benzoic acid methyl ester